1-(tert-butyl) 18-(pentafluorophenyl) octadecanedioate C(CCCCCCCCCCCCCCCCC(=O)OC1=C(C(=C(C(=C1F)F)F)F)F)(=O)OC(C)(C)C